[N+](=O)([O-])C1=C(C(=O)C2C(CN(CC2)C(=O)OC(C)(C)C)=C=O)C=CC=C1 tert-butyl 4-(2-nitrobenzoyl)-3-carbonylpiperidine-1-carboxylate